bis[2-(4,6-difluorophenyl)pyridine] picolinate iridium (III) [Ir+3].N1=C(C=CC=C1)C(=O)[O-].FC1=CC=C(C(=C1)F)C1=NC=CC=C1.FC1=CC=C(C(=C1)F)C1=NC=CC=C1.N1=C(C=CC=C1)C(=O)[O-].N1=C(C=CC=C1)C(=O)[O-]